methyl 2-(4-methylnaphthalen-1-yl)-5-[1-(benzenesulfonyl)-1H-pyrrolo[2,3-b]pyridin-4-yl]-1-{[2-(trimethylsilyl) ethoxy] methyl}-1H-pyrrole-3-carboxylate CC1=CC=C(C2=CC=CC=C12)C=1N(C(=CC1C(=O)OC)C1=C2C(=NC=C1)N(C=C2)S(=O)(=O)C2=CC=CC=C2)COCC[Si](C)(C)C